C(C)N(C(C(C)O)=O)CC N,N-diethyl-2-hydroxypropanoic amide